C1(CC1)S(=O)(=O)N1N=CC(=C1)C1=NC=CC(=N1)NC1=NC=C(C(=C1)NCC1CCC(CC1)NC)C1=NN(C=C1)C(F)F N2-(2-(1-(Cyclopropylsulfonyl)-1H-pyrazol-4-yl)pyrimidin-4-yl)-5-(1-(difluoromethyl)-1H-pyrazol-3-yl)-N4-(((1r,4r)-4-(methylamino)cyclohexyl)methyl)pyridine-2,4-diamine